4-methoxy-N-[2-(pyridin-3-yl)-1,3-benzoxazol-5-yl]pyridine-2-carboxamide COC1=CC(=NC=C1)C(=O)NC=1C=CC2=C(N=C(O2)C=2C=NC=CC2)C1